FC1=C2C=C(C=NC2=CC(=C1)F)C(=O)N1[C@H](C=2C(CC1)=C(N(N2)C)C2=CC(=NN2C)C(F)(F)F)C (S)-(5,7-difluoroquinolin-3-yl)(2,7-dimethyl-3-(1-methyl-3-(trifluoromethyl)-1H-pyrazol-5-yl)-2,4,5,7-tetrahydro-6H-pyrazolo[3,4-c]pyridin-6-yl)methanone